C(C)(C)(C)OC(=O)N1CCC(CC1)C=1C=NC2=CC=C(C=C2C1NC1=C(C(=O)O)C=CC=C1)Cl 2-[[3-(1-tert-butoxycarbonyl-4-piperidinyl)-6-chloro-4-quinolinyl]amino]benzoic acid